C1(CC1)C1=C(SC=2N=NC(=CC21)C2=C(C=CC=C2)O)C2CC1(CN(C1)C(=O)OC(C)(C)C)C2 tert-butyl 6-[5-cyclopropyl-3-(2-hydroxyphenyl)thieno[2,3-c]pyridazin-6-yl]-2-azaspiro[3.3]heptane-2-carboxylate